3,5-di[(2-chloroacetyl)amino]benzoic acid ClCC(=O)NC=1C=C(C(=O)O)C=C(C1)NC(CCl)=O